C(C)(C)(C)OC(=O)N1[C@H](CN(CC1)C1=NC(=NC=2C=C(CCC12)C1=C(C=CC=C1OC)F)Cl)CC#N (S)-4-(2-chloro-7-(2-fluoro-6-methoxyphenyl)-5,6-dihydroquinazolin-4-yl)-2-(cyanomethyl)piperazine-1-carboxylic acid tert-butyl ester